ClC1=CC=C(C=C1)C=1C=C(C(N(N1)C=1C=NNC1)=O)C(=O)NC(CO)C 6-(4-chlorophenyl)-N-(1-hydroxypropan-2-yl)-3-oxo-2-(1H-pyrazol-4-yl)-2,3-dihydropyridazine-4-carboxamide